(2-(tert-butoxy)-2-oxoethyl)zinc (II) C(C)(C)(C)OC(C[Zn+])=O